benzyl-N'-methyllysine C(C1=CC=CC=C1)N[C@@H](CCCCNC)C(=O)O